(E)-N'-((2,3-dihydrobenzo[b][1,4]dioxin-6-yl)methylene)-1-methyl-4-oxo-1,4-dihydroquinoline-3-carbohydrazide O1C2=C(OCC1)C=C(C=C2)\C=N\NC(=O)C2=CN(C1=CC=CC=C1C2=O)C